2-(4-(((5-(4-fluorophenyl)-1,3,4-thiadiazol-2-yl)methyl)thio)-2-methylphenoxy)acetic acid FC1=CC=C(C=C1)C1=NN=C(S1)CSC1=CC(=C(OCC(=O)O)C=C1)C